(2S,3R,4S,5R)-5-(6-amino-2-fluoro-9H-purin-9-yl)-4-fluoro-3-hydroxytetrahydrofuran-2-carboxylic acid NC1=C2N=CN(C2=NC(=N1)F)[C@H]1[C@H]([C@@H]([C@H](O1)C(=O)O)O)F